CN(C(C(C)(C)C)=O)[C@H](C(F)(F)F)C1=NC=C(C=C1)NC1CC2=CC=C(C=C2C1)C(F)(F)F N-Methyl-N-((1S)-2,2,2-trifluoro-1-(5-((5-(trifluoromethyl)-2,3-dihydro-1H-inden-2-yl)amino)pyridin-2-yl)ethyl)pivalamide